C(C)OC(=O)C1=C(NC(=C(C1C)C(=O)OCC)C)C 3,5-diethoxycarbonyl-1,4-dihydro-2,4,6-collidine